tert-butyl (2-acetyl-6-(1-methylcyclopropyl)pyridin-4-yl)carbamate C(C)(=O)C1=NC(=CC(=C1)NC(OC(C)(C)C)=O)C1(CC1)C